1-(acetamido)-5-methoxyindole C(C)(=O)NN1C=CC2=CC(=CC=C12)OC